(trans)-tert-Butyl 3-(chlorosulfonyl)cyclobutanecarboxylate ClS(=O)(=O)[C@@H]1C[C@H](C1)C(=O)OC(C)(C)C